pyrrolidine ammonium difluoride [F-].[F-].[NH4+].N1CCCC1.[NH4+]